6-(5-methyl-1H-pyrazol-4-yl)-N-(4-((4-(methylsulfonyl)piperazin-1-yl)methyl)pyridin-2-yl)benzo[d]thiazol-2-amine CC1=C(C=NN1)C1=CC2=C(N=C(S2)NC2=NC=CC(=C2)CN2CCN(CC2)S(=O)(=O)C)C=C1